N1=C(C=CC2=CC=CC=C12)COC1=CC=C(C=C1)[C@H](C(=O)O)C1CCCC1 (R)-2-[4-(quinolin-2-yl-methoxy)phenyl]-2-cyclopentyl-acetic acid